CC(CC[Zn]CCC(=C)C)=C di(3-methyl-3-butenyl)zinc